(1,2,3,4-tetrahydroisoquinolin-7-yloxy)-3,4-dihydro-1H-1,8-naphthyridin-2-one C1NCCC2=CC=C(C=C12)ON1C(CCC2=CC=CN=C12)=O